FC=1C=C(OC=2C=CC3=C(C(=NS3(=O)=O)C)C2C)C=C(C1)F 5-(3,5-difluorophenoxy)-3,4-dimethylbenzo[d]isothiazole-1,1-dioxide